(R)-4-[4-(1-acetamido-ethyl)phenylamino]-7-methoxy-6-(3-(dimethylamino)propoxy)quinazoline C(C)(=O)N[C@H](C)C1=CC=C(C=C1)NC1=NC=NC2=CC(=C(C=C12)OCCCN(C)C)OC